C(C)C1(CCC(CC1)NC1=NN2C(C(=N1)OC)=C(C=C2)C=2C=C(C=1N(C2)C(=CN1)C(=O)NC)F)O 6-(2-(((1r,4r)-4-ethyl-4-hydroxycyclohexyl)amino)-4-methoxypyrrolo[2,1-f][1,2,4]triazin-5-yl)-8-fluoro-N-methylimidazo[1,2-a]pyridine-3-carboxamide